ClC1=C(C=CC(=C1)Cl)C=1CCCC2=C(C1C1=CC(=CC=C1)CC1CN(C1)CCCF)C=CC(=C2)C(=O)O 8-(2,4-dichlorophenyl)-9-(3-((1-(3-fluoropropyl)azetidin-3-yl)methyl)phenyl)-6,7-dihydro-5H-benzo[7]annulene-3-carboxylic acid